C=1(C(=CC=C2C=CC=CC12)O)C1=CC=CC2=CC=CC=C12 1,1'-binaphthyl-2-ol